FC=1C=C2C(=NC(=NC2=CC1C1=CC=CC2=CC=CC(=C12)Cl)OCC12CCCN2CCC1)N1[C@H]2CCN([C@@H]2C1)C(C=C)=O 1-((1R,5S)-6-(6-fluoro-7-(8-chloronaphthalen-1-yl)-2-((tetrahydro-1H-pyrrolizin-7a(5H)-yl)methoxy)quinazolin-4-yl)-2,6-diazabicyclo[3.2.0]hept-2-yl)prop-2-en-1-one